C1(CCC(CC1)CO)CO 1,4-cyclohexanedi-methanol